(2'S)-2'-methyl-2-(trifluoromethyl)spiro[4,5-dihydrothieno[2,3-C]pyran-7,4'-piperidine]-3-carboxylic acid methyl ester COC(=O)C1=C(SC2=C1CCOC21C[C@@H](NCC1)C)C(F)(F)F